(R)-N-(cyclopropylmethyl)-1-((4-hydroxy-1-(3-phenylbutyryl)piperidin-4-yl)methyl)-6-oxo-4-phenyl-1,6-dihydropyridine-3-carboxamide C1(CC1)CNC(=O)C1=CN(C(C=C1C1=CC=CC=C1)=O)CC1(CCN(CC1)C(C[C@@H](C)C1=CC=CC=C1)=O)O